(S)-3-((3-(1-(Azetidin-3-ylmethyl)piperidin-4-yl)phenyl)amino)piperidine-2,6-dione N1CC(C1)CN1CCC(CC1)C=1C=C(C=CC1)N[C@@H]1C(NC(CC1)=O)=O